(2-methylpropyl)-12-{spiro[2.3]hexan-5-yl}-9-oxa-2λ6-thia-3,5,12,19-tetraazatricyclo[12.3.1.14,8]nonadeca-1(17),4(19),5,7,14(18),15-hexaene-2,2,13-trione CC(CN1S(C2=CC=CC(C(N(CCOC3=CC=NC1=N3)C3CC1(CC1)C3)=O)=C2)(=O)=O)C